FC(C=1C=CC=NC1)(F)F 5-Trifluoromethylpyridine